N-(2-aminoethyl) hexamethylenediamine tert-butyl 4-[(R)-(4-chlorophenyl)-[(6-isopropoxy-3-pyridyl)sulfonylamino]methyl]piperidine-1-carboxylate ClC1=CC=C(C=C1)[C@@H](C1CCN(CC1)C(=O)OC(C)(C)C)NS(=O)(=O)C=1C=NC(=CC1)OC(C)C.NCCNCCCCCCN